methoxymethyl-sulfonic acid sodium salt [Na+].COCS(=O)(=O)[O-]